CC=1SC(=CN1)CC(=O)NC1=NNC(=C1)[C@H]1C[C@H](CC1)N(C([O-])=O)[C@@H]1CC[C@H](CC1)O (1S,3R)-3-(3-{[(2-methyl-1,3-thiazol-5-yl)acetyl]amino}-1H-pyrazol-5-yl)cyclopentyl(trans-4-hydroxycyclohexyl)carbamate